3',6'-dihydroxy-Spiro[isobenzofuran-1(3H),9'-[9H]xanthen]-3-one OC=1C=CC=2C3(C4=CC=C(C=C4OC2C1)O)OC(C1=CC=CC=C13)=O